(S)-4-hydroxydihydrofuran-2(3H)-one O[C@H]1CC(OC1)=O